3-Amino-6-cyclopropyl-4-(1H-indazol-4-yl)-1H-1,9-phenanthrolin-2-one NC=1C(NC2=C3C=NC=CC3=C(C=C2C1C1=C2C=NNC2=CC=C1)C1CC1)=O